C(C=C)S(=O)(=O)CC=C trans-allyl sulfone